C1(CC2C(CC1)O2)COC(CCCCC(=O)OCC2CC1C(CC2)O1)=O.FC(C=C=C)(F)F 3-trifluoromethyl-allene bis(3,4-epoxycyclohexylmethyl)adipate